((2R,6R)-2,6-dimethyl-4-(7-methyl-1H-indole-3-carbonyl)piperazin-1-yl)(2-fluoro-4-methoxyphenyl)methanone C[C@H]1N([C@@H](CN(C1)C(=O)C1=CNC2=C(C=CC=C12)C)C)C(=O)C1=C(C=C(C=C1)OC)F